BrC=1OC(=CN1)C(=O)OC methyl 2-bromooxazole-5-carboxylate